C1(CC1)NC(C1=C(C=C(C=C1OC)N1C=NC2=C1C=CC(=C2)N2CCN(CC2)C)OC(F)F)=O N-cyclopropyl-2-(difluoromethoxy)-6-methoxy-4-(5-(4-methylpiperazin-1-yl)-1H-benzo[d]imidazol-1-yl)benzamide